C(C)(=O)[C@@]1([C@](O)([C@H](O)[C@@H](CO)O1)OC)N1C(=O)N=C(N)C=C1 acetyl-2'-methoxycytidine